C(OC(C)(C)CC)(=O)OOCC(CCCC)CC tertiary amyl O-(2-ethylhexyl) monoperoxycarbonate